methyl-cyclohexyl-triethoxysilane CCCO[Si](OCC)(OCC)C1CCCCC1